cobalt(II) propionate C(CC)(=O)[O-].[Co+2].C(CC)(=O)[O-]